(R)-tert-butyl 2-(((5-(2-aminopyrazolo[1,5-a]pyridin-5-yl)-1-methyl-1H-pyrazol-4-yl)oxy)methyl)azetidine-1-carboxylate NC1=NN2C(C=C(C=C2)C2=C(C=NN2C)OC[C@@H]2N(CC2)C(=O)OC(C)(C)C)=C1